N-((2S,3R)-4-(4-(N-tert-butylsulfamoyl)phenylamino)-3-hydroxy-1-phenylbutan-2-yl)-4-fluorobenzamide C(C)(C)(C)NS(=O)(=O)C1=CC=C(C=C1)NC[C@H]([C@H](CC1=CC=CC=C1)NC(C1=CC=C(C=C1)F)=O)O